CC1=CC[C@H]([C@H](C1)C)C=O (1R,6S)-4,6-dimethylcyclohex-3-ene-1-carbaldehyde